ClC1=CC=C(C(=O)NC(C(=S)OCC)CC2=CC(NC3=CC=CC=C23)=O)C=C1 ethyl 2-(4-chlorobenzoylamino)-3-(2-oxo-1,2-dihydroquinolin-4-yl)thiopropionate